(E)-4-(Dimethylamino)-N-(isoindolin-4-yl)-N-(2-(pyridin-4-yl)ethyl)but-2-enamide trifluoroacetate FC(C(=O)O)(F)F.CN(C/C=C/C(=O)N(CCC1=CC=NC=C1)C1=C2CNCC2=CC=C1)C